C=1N=CN2C1C1=CC=CC=C1C2C2C(C=1C=CC=NC1CC2)O 6-(5H-imidazo[5,1-a]isoindol-5-yl)-5,6,7,8-tetrahydroquinolin-5-ol